ClC1=C(OC2=NC=CC=C2C(=O)N)C=CC(=C1)CC(=O)NC=1SC2=C(N1)C=C(C=C2)OCC(C)(C)O 2-(2-chloro-4-(2-((5-(2-hydroxy-2-methylpropyloxy)benzo[d]thiazol-2-yl)amino)-2-oxoethyl)phenoxy)pyridine-3-carboxamide